C(C)(=O)C(CCCCCCCCCCCCC[C@H]([C@H]([C@H](CO)N)O)O)(C(C)=O)C(C)=O tri-acetyl-phytosphingosine